(2-fluorophenyl)(4-(3-fluorophenyl)-2,3-dihydro-1H-pyrrolo[2,3-c]pyridin-1-yl)methanone FC1=C(C=CC=C1)C(=O)N1CCC=2C1=CN=CC2C2=CC(=CC=C2)F